N-methyl-cinnamoylglycine CN(CC(=O)O)C(C=CC1=CC=CC=C1)=O